N-(4-(5-(1-propenoyl-1,2,3,6-tetrahydropyridin-4-yl)-7H-pyrrolo[2,3-d]pyrimidin-4-yl)-2-fluorobenzyl)benzamide C(C=C)(=O)N1CCC(=CC1)C1=CNC=2N=CN=C(C21)C2=CC(=C(CNC(C1=CC=CC=C1)=O)C=C2)F